S(=O)(=O)(O)C(C(=O)[O-])(O)C sulfolactate